C1(CC1)C=1N=NN(C1)[C@@H](C(=O)N1C(CC(C1)O)C(=O)NC1CS(C12CCOCC2)(=O)=O)C(C)(C)C 1-[(2R)-2-(4-cyclopropyl-triazol-1-yl)-3,3-dimethyl-butyryl]-N-(1,1-dioxo-7-oxa-1λ6-thiaspiro[3.5]nonan-3-yl)-4-hydroxy-pyrrolidine-2-carboxamide